7-[(3R,4S)-3,4-dihydroxypyrrolidin-1-yl]-N-(2,4-dimethylpent-3-yl)-6-fluoro-4-oxo-1-(2,4,6-trifluorophenyl)-1,4-dihydro-1,8-naphthyridine-3-carboxamide O[C@@H]1CN(C[C@@H]1O)C1=C(C=C2C(C(=CN(C2=N1)C1=C(C=C(C=C1F)F)F)C(=O)NC(C(C)C)C(C)C)=O)F